COC=1C=C(C=CC1C)NC(=O)C1CCC(CC1)N1C(NC2=CC(=CC(=C2C1)C)C(=O)NNC(=O)OC(C)(C)C)=O tert-butyl 2-(3-((1s,4s)-4-(3-methoxy-4-methylphenylcarbamoyl)cyclohexyl)-5-methyl-2-oxo-1,2,3,4-tetrahydroquinazoline-7-carbonyl)hydrazinecarboxylate